2-(1-(4-methylpyridin-2-yl)-1H-pyrazol-4-yl)acetic acid CC1=CC(=NC=C1)N1N=CC(=C1)CC(=O)O